2-((4-chlorophenyl)thio)-N-(3,4-dimethoxybenzyl)acetamide ClC1=CC=C(C=C1)SCC(=O)NCC1=CC(=C(C=C1)OC)OC